O1CCN(CC1)C1=CC(=NC=2N1N=C(C2)C=2C=NC=CC2)N2N=C(C=C2)C=2C=C(C#N)C=CC2 3-[1-[7-morpholino-2-(3-pyridyl)pyrazolo[1,5-a]pyrimidin-5-yl]pyrazol-3-yl]benzonitrile